4-((2-hydroxy-1-phenylethyl)amino)nicotinohydrazide OCC(C1=CC=CC=C1)NC1=CC=NC=C1C(=O)NN